1,1,1-trifluoro-2-methyl-butan FC(C(CC)C)(F)F